N-(2-(N-benzyl-2-hydroxy-3-phenylpropanamido)-4-METHYLPHENYL)-2,3,4,5,6-pentafluorobenzamide C(C1=CC=CC=C1)N(C(C(CC1=CC=CC=C1)O)=O)C1=C(C=CC(=C1)C)NC(C1=C(C(=C(C(=C1F)F)F)F)F)=O